(1-hydroxyethyl)-7-methyl-2-morpholino-pyrido[1,2-a]Pyrimidin-4-one OC(C)C1=C(N=C2N(C1=O)C=C(C=C2)C)N2CCOCC2